[(3S,6S,7R,8R)-8-benzyl-3-[(3-acetoxy-4-methoxy-pyridine-2-carbonyl)amino]-6-methyl-4,9-dioxo-1,5-dioxonan-7-yl] 2-methylpropanoate CC(C(=O)O[C@H]1[C@@H](OC([C@H](COC([C@@H]1CC1=CC=CC=C1)=O)NC(=O)C1=NC=CC(=C1OC(C)=O)OC)=O)C)C